2-(5-chloro-2H-benzotriazole-2-yl)-6-tert-butyl-4-methylphenol ClC1=CC=2C(=NN(N2)C2=C(C(=CC(=C2)C)C(C)(C)C)O)C=C1